BrC=1C=CC=C2C(CCOC12)C(=O)OC(C)(C)C tert-butyl 8-bromochromane-4-carboxylate